di-neopentyl 4-ethylphthalate C(C)C=1C=C(C(C(=O)OCC(C)(C)C)=CC1)C(=O)OCC(C)(C)C